C(CCCCCCCCCCCCCCCCC)N1C(=C(C(C=C1)=O)OCC=C)C(C)=O N-octadecyl-2-acetyl-3-(2-propen-1-yloxy)-pyridin-4-one